C1(CCC1)COC1=C(C=CC=C1F)CNC(=O)C=1C(=NC(=C(C1)C=1C=CC=2N(N1)C=C(N2)NC(C)=O)C)OC N-{[2-(cyclobutylmethoxy)-3-fluorophenyl]methyl}-5-{2-acetamidoimidazo[1,2-b]pyridazin-6-yl}-2-methoxy-6-methylpyridine-3-carboxamide